2-(1-((1-(((tert-butyl-dimethyl-silyl)oxy)methyl)cyclopropyl)methyl)-1H-pyrazol-3-yl)ethan-1-amine C(C)(C)(C)[Si](OCC1(CC1)CN1N=C(C=C1)CCN)(C)C